CN(C(C)C1=CC=C(C=C1)[S@](=O)(N)=NC(NC1=C2CCCC2=CC=2CCCC12)=O)C (S)-4-(1-(dimethyl-amino)ethyl)-N'-((1,2,3,5,6,7-hexahydro-s-indacen-4-yl)carbamoyl)benzene-sulfonimidamide